3-(5-(1-(1,1-dioxidothietan-3-yl)-4-(pyrrolidin-1-ylmethyl)-1H-pyrrolo[2,3-b]pyridin-6-yl)-3-methyl-1-oxoisoindolin-2-yl)piperidine-2,6-dione O=S1(CC(C1)N1C=CC=2C1=NC(=CC2CN2CCCC2)C=2C=C1C(N(C(C1=CC2)=O)C2C(NC(CC2)=O)=O)C)=O